O1CCOC2=C1C=CC(=C2)B(O)O 2,3-dihydro-1,4-benzodioxine-6-ylboronic acid